FC=1C=CC(=C2CCN(CC12)C(=O)OCC1=CC=CC=C1)C=C1CCN(CC1)C1=C(C=C(C=C1)[N+](=O)[O-])F benzyl 8-fluoro-5-[[1-(2-fluoro-4-nitro-phenyl)-4-piperidylidene]methyl]-3,4-dihydro-1H-isoquinoline-2-carboxylate